6-chloro-4-iodo-N-tetrahydropyran-4-yl-pyridin-3-amine ClC1=CC(=C(C=N1)NC1CCOCC1)I